glucose phosphate P(=O)(O)(O)O.O=C[C@H](O)[C@@H](O)[C@H](O)[C@H](O)CO